C1(=CC=CC=C1)N1C2=CC=CC=C2C=2C=C(C=CC12)C=1C2=CC=CC=C2C(=C2C=CC=CC12)C1=CC=CC2=CC=CC=C12 9-(9-phenylcarbazole-3-yl)-10-(naphthalen-1-yl)anthracene